N=CCNCCNCCNCCNCCN 1,4,7,10,13,16-hexaazahexadecaneN